N-(4-(4-amino-7-cyano-1-methyl-3-(4-((1-methyl-1H-pyrazol-5-yl)oxy)phenyl)-1H-pyrrolo[3,2-c]pyridin-2-yl)phenyl)acrylamide NC1=NC=C(C2=C1C(=C(N2C)C2=CC=C(C=C2)NC(C=C)=O)C2=CC=C(C=C2)OC2=CC=NN2C)C#N